2-[4-(dihexylamino)-1-piperidyl]ethyl nonyl hydrogen phosphate P(=O)(OCCN1CCC(CC1)N(CCCCCC)CCCCCC)(OCCCCCCCCC)O